CC=1N(C(=C2C(N(N=CC21)C2=NC=CC=C2)=O)C)C2=CC(=CC=C2)N2C(CCC2)=O 5,7-Dimethyl-6-(3-(2-oxopyrrolidin-1-yl)phenyl)-2-(pyridin-2-yl)-2,6-dihydro-1H-pyrrolo[3,4-d]pyridazin-1-one